C1(CC1)C1=CC=C(CBr)C=C1 4-(cyclopropyl)benzyl bromide